(2S,4S)-4-((6-(2,6-dichloro-3,5-dimethoxyphenyl)quinazolin-2-yl)amino)-2-(hydroxymethyl)pyrrolidine-1-carboxylic acid tert-butyl ester C(C)(C)(C)OC(=O)N1[C@@H](C[C@@H](C1)NC1=NC2=CC=C(C=C2C=N1)C1=C(C(=CC(=C1Cl)OC)OC)Cl)CO